1-((5-(5-(difluoromethyl)-1,3,4-oxadiazole-2-yl)pyridine-2-yl)methyl)-3-(pyrrolidine-3-yl)-1,3-dihydro-2H-benzo[d]imidazole-2-one FC(C1=NN=C(O1)C=1C=CC(=NC1)CN1C(N(C2=C1C=CC=C2)C2CNCC2)=O)F